C1(CCCCC1)C(CN)(C)N 2-cyclohexylpropane-1,2-diamine